C(C)(C)(C)OC(=O)N1CC2=CC(=CC=C2CC1)C(=O)N1CC2=CC=CC=C2C[C@H]1C 7-{[(3R)-3-methyl-3,4-dihydro-1H-isoquinolin-2-yl]carbonyl}-3,4-dihydro-1H-isoquinoline-2-carboxylic acid tert-butyl ester